Tetrahydrofuran-3,4-diyl (2R,2'R)-bis(2-amino-3-methylbutyrate) N[C@@H](C(=O)OC1COCC1OC(C(C(C)C)N)=O)C(C)C